2-((2R,3R)-3-(2-chlorobenzyl)-1,4-dioxaspiro[4.4]non-2-yl)ethanol ClC1=C(C[C@@H]2[C@H](OC3(O2)CCCC3)CCO)C=CC=C1